2-(2,6-dioxopiperidin-3-yl)-4-fluoro-7-((7-(spiro[3.3]heptan-2-ylamino)heptyl)thio)isoindoline-1,3-dione O=C1NC(CCC1N1C(C2=C(C=CC(=C2C1=O)F)SCCCCCCCNC1CC2(C1)CCC2)=O)=O